N-(6-(4-chlorophenyl)thiazolo[4,5-c]pyridin-2-yl)-4-(5-cyano-2-methoxyphenyl)-6-methylnicotinamide ClC1=CC=C(C=C1)C1=CC2=C(C=N1)N=C(S2)NC(C2=CN=C(C=C2C2=C(C=CC(=C2)C#N)OC)C)=O